1-(1-(2,6-dioxo-1-((2-(trimethylsilyl)ethoxy)methyl)piperidin-3-yl)-3-methyl-2-oxo-2,3-dihydro-1H-benzo[d]imidazol-4-yl)piperidine-4-carbaldehyde O=C1N(C(CCC1N1C(N(C2=C1C=CC=C2N2CCC(CC2)C=O)C)=O)=O)COCC[Si](C)(C)C